1-(tert-butyl) 2-methyl (2S,4S)-4-cyanopyrrolidine-1,2-dicarboxylate C(#N)[C@H]1C[C@H](N(C1)C(=O)OC(C)(C)C)C(=O)OC